S1C=C(C2=C1CCCC21CNC1)C#N 6',7'-dihydro-5'H-spiro[azetidine-3,4'-[1]benzothiophene]-3'-carbonitrile